CC(C)(C)[S@@](=O)/N=C/CC(C(F)(F)F)(C)C (R,E)-2-Methyl-N-(4,4,4-trifluoro-3,3-dimethylbutylidene)propane-2-sulfinamide